2-[ETHYL(2-ETHYLBUTYL)AMINO]ACETALDEHYDE C(C)N(CC=O)CC(CC)CC